N-(3-benzyl-4-cyclopropyl-1-methyl-1H-pyrazol-5-yl)-4,4,4-trifluoro-3,3-dimethylbutanamide C(C1=CC=CC=C1)C1=NN(C(=C1C1CC1)NC(CC(C(F)(F)F)(C)C)=O)C